FC1=CC=C(C(=C1F)F)F 2,3,4,5-tetrafluorobenzene